(Z)-4-fluorobenzamide oxime FC1=CC=C(/C(/N)=N/O)C=C1